4-oxo-oxetan-3-yl acrylate C(C=C)(=O)OC1COC1=O